O1[C@H](CCC1)CNC(O[C@@H]1C[C@@H](CC1)C1=CC(=NN1)NC(CC1=CC(=CC(=C1)F)F)=O)=O (1S,3R)-3-(3-{[(3,5-difluorophenyl)acetyl]-amino}-1H-pyrazol-5-yl)-cyclopentyl [(2R)-tetra-hydrofuran-2-ylmethyl]-carbamate